CN(C[C@H](C1=CC=CC=C1)NC(=O)N1C(C=2NN=C(C2C1)NC=1C2=C(N=C(N1)C)C=CS2)(C)C)C (S)-N-(2-(dimethylamino)-1-phenylethyl)-6,6-dimethyl-3-((2-methylthieno[3,2-d]pyrimidin-4-yl)amino)-4,6-dihydropyrrolo[3,4-c]pyrazole-5(1H)-carboxamide